methylenebis(4-chlorophenol) C(C1=C(C=CC(=C1)Cl)O)C1=C(C=CC(=C1)Cl)O